OC1CC(NC1)C(=O)N 4-hydroxy-2-pyrrolidinecarboxamide